C(#N)C1=CC(=C(COC2=CC=CC(=N2)N2C=NN(CC2)CC2=NC3=C(N2C2COCC2)C=C(C=C3)C(=O)O)C=C1)F 2-((4-(6-((4-cyano-2-fluorobenzyl)oxy)pyridin-2-yl)-5,6-dihydro-1,2,4-triAzin-1(4H)-yl)methyl)-1-(tetrahydrofuran-3-yl)-1H-benzo[d]imidazole-6-carboxylic acid